COC(C1=C(C=C(C(=C1)OCCCCl)OC)[N+](=O)[O-])=O 5-(3-Chloropropoxy)-4-methoxy-2-nitrobenzoic acid methyl ester